NC1=NNC2=CC=C(C(=C12)OC)C1=C(C=C(C=C1)S(=O)(=O)NC1CC(C1)(C(F)(F)F)O)Cl 4-(3-amino-4-methoxy-1H-indazol-5-yl)-3-chloro-N-((1s,3s)-3-hydroxy-3-(trifluoromethyl)cyclobutyl)benzenesulfonamide